COC1=C(C=CC(=C1)S(=O)(=O)C)[C@@H]1N(CCCCC1)C1=NC(=NC(=C1)C)N |r| (+/-)-4-(2-(2-methoxy-4-(methylsulfonyl)phenyl)azepan-1-yl)-6-methylpyrimidin-2-amine